ClC=1C=C(C=CC1)C1=CC=C(C(=N1)C1=NC=2N(C=C1)N=C(C2)C(F)(F)F)S(=O)(=O)CC 5-(6-(3-chlorophenyl)-3-(ethylsulfonyl)pyridin-2-yl)-2-(trifluoromethyl)pyrazolo[1,5-a]pyrimidine